Methyl o-chloromandelate ClC1=C(C(C(=O)OC)O)C=CC=C1